C(C)(=O)OCC[C@@H]1CC(CCC1)(C)CN1C=CC2=C1N=CN=C2 (S,Z)-2-(3-((7H-pyrrolo[2,3-d]pyrimidin-7-yl)methyl)-3-methylcyclohexyl)ethyl acetate